2-chloro-4-(phenanthren-1-yl)-6-phenyl-1,3,5-triazine ClC1=NC(=NC(=N1)C1=CC=CC=2C3=CC=CC=C3C=CC12)C1=CC=CC=C1